(R)-5-{4-[(S)-3-(3,5-dimethylpyridin-2-ylamino)pyrrolidine-1-carbonyl]phenyl}-5-isopropylimidazolidine-2,4-dione CC=1C(=NC=C(C1)C)N[C@@H]1CN(CC1)C(=O)C1=CC=C(C=C1)[C@@]1(C(NC(N1)=O)=O)C(C)C